9-(5-(Difluoromethyl)-1,3,4-thiadiazol-2-yl)-N-(1-methylcyclopropyl)-5-(2,8-diazaspiro[4.5]decane-2-yl)-9H-benzo[d]imidazo[1,2-a]imidazole-7-sulfonamide FC(C1=NN=C(S1)N1C=2N(C3=C1C=C(C=C3N3CC1(CC3)CCNCC1)S(=O)(=O)NC1(CC1)C)C=CN2)F